CN1N=CC2=C1N=C(N(C2=O)C)\C=C\C2=C(C=C(C=C2OC)OC)OC (E)-1,5-dimethyl-6-(2,4,6-trimethoxystyryl)-1,5-dihydro-4H-pyrazolo[3,4-d]pyrimidin-4-one